azetidin-1-yl-2-(methylamino)ethanone N1(CCC1)C(CNC)=O